(S)-2-(4-(6-((3,4-dichlorobenzyl)oxy)pyridin-2-yl)-2,5-difluorobenzyl)-1-(4,4-dimethyltetrahydrofuran-3-yl)-1H-benzo[d]imidazole-6-carboxylic acid ClC=1C=C(COC2=CC=CC(=N2)C2=CC(=C(CC3=NC4=C(N3[C@@H]3COCC3(C)C)C=C(C=C4)C(=O)O)C=C2F)F)C=CC1Cl